FC(OC=1C=NC(=NC1)N[C@@H]1C[C@H](CC1)C(=O)OC(C)(C)C)F tert-butyl (1S,3S)-3-((5-(difluoromethoxy)pyrimidin-2-yl)amino)cyclopentylcarboxylate